FC1CC(N(C1)C=1C=CC=2N(N1)C(=CN2)C(=O)NC2CN(CC2)CC=2C=C(C(=O)OC)C=CC2)C2=CC(=CC(=C2)SC)F Methyl 3-{[3-{6-[4-fluoro-2-[3-fluoro-5-(methylsulfanyl)phenyl]pyrrolidin-1-yl]imidazo[1,2-b]pyridazine-3-amido}pyrrolidin-1-yl]methyl}benzoate